N1=CC(=CC2=CC=CC=C12)C1=NC(=NO1)C1=C(C(=O)O)C=CC=C1 (5-(quinolin-3-yl)-1,2,4-oxadiazol-3-yl)benzoic acid